6-((5-(5-(trifluoromethyl)pyridin-2-yl)oxazol-2-yl)amino)pyridazine-3-carbonitrile FC(C=1C=CC(=NC1)C1=CN=C(O1)NC1=CC=C(N=N1)C#N)(F)F